[C@@H]1([C@H](O)[C@H](O)[C@H](O1)CO)N1C=NC(=C1O)C(=O)N 1-(β-D-ribofuranosyl)-5-hydroxyimidazole-4-carboxamide